N-(4-cyclopentylphenyl)-2-[(4-methyl-4H-1,2,4-triazol-3-yl)sulfanyl]-5-nitrobenzamide C1(CCCC1)C1=CC=C(C=C1)NC(C1=C(C=CC(=C1)[N+](=O)[O-])SC1=NN=CN1C)=O